CN1COC=C1 3-methyloxazol